C[C@H](CCC=C(C)C)C1=C2CC[C@@H]3[C@]4(CCCC([C@@H]4CC[C@]3([C@@]2(CC1)C)C)(C)C)C dammara-13(17),24-diene